tert-butyl (3aS,6aR)-2-[4-(trifluoromethoxy)phenyl]-1,3,3a,4,6,6a-hexahydropyrrolo[3,4-c]pyrrole-5-carboxylate FC(OC1=CC=C(C=C1)N1C[C@@H]2CN(C[C@@H]2C1)C(=O)OC(C)(C)C)(F)F